(2E)-3-methoxy-2-(2-{[4-(trifluoromethyl)-2-pyridyl]oxy}phenyl)acrylic acid methyl ester COC(\C(=C\OC)\C1=C(C=CC=C1)OC1=NC=CC(=C1)C(F)(F)F)=O